FCC1(CC1)CN ((1-(fluoromethyl)cyclopropyl)methyl)amine